tert-butyl 4-(7-methylimidazo[1,2-b]pyridazin-6-yl)piperidine-1-carboxylate CC1=CC=2N(N=C1C1CCN(CC1)C(=O)OC(C)(C)C)C=CN2